C1(CC1)CNC=1C=C(C(=O)NC2=C(C=C(C=C2Br)C(C(F)(F)F)(C(F)(F)F)F)Br)C=CC1F 3-[(cyclopropylmethyl)amino]-N-[2,6-dibromo-4-(heptafluoroprop-2-yl)phenyl]-4-fluorobenzamide